piperidine-1-carbonyl chloride N1(CCCCC1)C(=O)Cl